C(C)(=O)N1CCN(CC1)[C@@H]1C[C@@H](CCC1)NC(=O)C=1NC2=C(C=CC(=C2C1)F)C N-((1R,3S)-3-(4-ACETYLPIPERAZIN-1-YL)CYCLOHEXYL)-4-FLUORo-7-METHYL-1H-INDOL-2-CARBOXAMID